CCCCCCCC/C=C\CCCCCCCC(=O)OC[C@H](COP(=O)([O-])OCC[N+](C)(C)C)OC(=O)CCC/C=C\C/C=C\C/C=C\CCCCCCCC 1-(9Z-octadecenoyl)-2-(5Z,8Z,11Z-eicosatrienoyl)-sn-glycero-3-phosphocholine